((3,5-Dimethoxyphenyl)ethynyl)trimethylsilane COC=1C=C(C=C(C1)OC)C#C[Si](C)(C)C